FC(=CC=1C(=NC=CC1)C(=O)OC)F methyl 3-(2,2-difluorovinyl)picolinate